2-(2-bromophenyl)succinic acid BrC1=C(C=CC=C1)C(C(=O)O)CC(=O)O